ClC=1C(=C(C=CC1)N(C1=NC=NC2=CC(=C(C=C12)N(C1CN(C1)C(=O)OCC1=CC=CC=C1)C)OC)CC1=CC(=C(C=C1)OC)OC)F benzyl 3-((4-((3-chloro-2-fluorophenyl)(3,4-dimethoxybenzyl)amino)-7-methoxyquinazolin-6-yl)(methyl)amino)azetidine-1-carboxylate